N-(4-((7-Bromoquinolin-4-yl)oxy)-3-fluorophenyl)-N-(4-fluorophenyl)cyclopropane-1,1-dicarboxamide BrC1=CC=C2C(=CC=NC2=C1)OC1=C(C=C(C=C1)N(C(=O)C1(CC1)C(=O)N)C1=CC=C(C=C1)F)F